CC1(COCCN1C1=NC2=CC=C(C=C2C=C1)CN1C[C@H](CC1)OC=1C=C2CN(C(C2=CC1)=O)C1C(NC(CC1)=O)=O)C 3-(5-(((S)-1-((2-(3,3-Dimethylmorpholino)quinolin-6-yl)methyl)pyrrolidin-3-yl)oxy)-1-oxoisoindolin-2-yl)piperidine-2,6-dione